4-(2-methoxyphenyl)-2-hydroxy-5,5-dimethyl-2-oxo-1,3,2-dioxaphosphorinane COC1=C(C=CC=C1)C1OP(OCC1(C)C)(=O)O